O=C1NC(CC[C@@H]1N1C(C2=CC=C3C(=C2C1)OCC31CCN(CC1)CC(=O)O)=O)=O (S)-2-(7-(2,6-dioxopiperidin-3-yl)-6-oxo-7,8-dihydro-2H,6H-spiro[furo[2,3-e]isoindole-3,4'-piperidin]-1'-yl)acetic acid